ClC1=CC=CC=2SC3=C(C21)C(=CC=C3)Cl 1,9-dichlorodibenzothiophene